N-(3-(1-acetylcyclopropane-1-carboxamido)-2,4-difluorophenyl)-2-chloro-5-((1R,3R)-2,2-dichloro-3-(4-fluoro-3-(trifluoromethyl)phenyl)cyclopropane-1-carboxamido)benzamide C(C)(=O)C1(CC1)C(=O)NC=1C(=C(C=CC1F)NC(C1=C(C=CC(=C1)NC(=O)[C@@H]1C([C@H]1C1=CC(=C(C=C1)F)C(F)(F)F)(Cl)Cl)Cl)=O)F